C(C1=CC=CC=C1)OC=1C(=NC=NC1OCC1=CC=CC=C1)CN1C(N(C(C1)C1=CC=C(C=C1)C#CC1=CC=C(C=C1)CCO)C(C)C)=O 1-((5,6-bis(benzyloxy)pyrimidin-4-yl)methyl)-4-(4-((4-(2-hydroxyethyl)phenyl)ethynyl)phenyl)-3-Isopropylimidazolin-2-one